[4-(trifluoromethyl)-2-[6-(trifluoromethyl)pyrimidin-4-yl]phenyl]-6,7-diazaspiro[4.5]dec-9-ene-9-carboxamide p-toluenesulfonate CC1=CC=C(C=C1)S(=O)(=O)O.FC(C1=CC(=C(C=C1)C1CCCC12NNCC(=C2)C(=O)N)C2=NC=NC(=C2)C(F)(F)F)(F)F